[1,1'-biphenyl]-4-yl-[1,1'-biphenyl]-2-amine C1(=CC=C(C=C1)C1=C(C(=CC=C1)C1=CC=CC=C1)N)C1=CC=CC=C1